FC1=CC=C(C=C1)CCCN1[C@@H]([C@H]([C@@H]([C@H](C1)O)O)O)CO (2R,3R,4R,5S)-1-(3-(4-fluorophenyl)propyl)-2-(hydroxymethyl)piperidine-3,4,5-triol